ClC=1C=C(C(=NC1)S(=O)CC)C(=NO)N 5-chloro-2-ethylsulfinyl-N'-hydroxy-pyridine-3-carboxamidine